N(=[N+]=[N-])C=1C(=CC(=C(C1)NS(=O)(=O)C)C=O)Br N-(5-azido-4-bromo-2-formylphenyl)methanesulfonamide